methyl 6-fluoroindane-1-carboxylate FC1=CC=C2CCC(C2=C1)C(=O)OC